[Cr].[Zn].[Fe].[Cr].[Ti].N1N=CC(=C1)C1=CC=C(C=C1)N1CCC(CC1)CNC(CCCCCC#C)=O N-((1-(4-(1H-pyrazol-4-yl)phenyl)piperidin-4-yl)methyl)oct-7-ynamide titanium-chromium-iron-zinc-chromium